4-(chloromethyl)-1-(2-methylsulfonylethyl)pyrazole ClCC=1C=NN(C1)CCS(=O)(=O)C